tert-butyl 1-((4-(3-(2-fluorophenyl)-1-methyl-1H-pyrazol-4-yl)-7-methoxyquinazolin-6-yl)carbamoyl)-3-azabicyclo[3.1.0]hexane-3-carboxylate FC1=C(C=CC=C1)C1=NN(C=C1C1=NC=NC2=CC(=C(C=C12)NC(=O)C12CN(CC2C1)C(=O)OC(C)(C)C)OC)C